5-(2-methoxyphenoxy)-2-(4-methylbenzyl)pyrimidine-4,6-diol COC1=C(OC=2C(=NC(=NC2O)CC2=CC=C(C=C2)C)O)C=CC=C1